(dicyclohexyl)(3-isopropoxy-2',4',6'-triisopropyl-[1,1'-biphenyl]-2-yl)phosphine C1(CCCCC1)P(C1=C(C=CC=C1OC(C)C)C1=C(C=C(C=C1C(C)C)C(C)C)C(C)C)C1CCCCC1